FC(C(=O)O)(OC(OC(OC(F)(F)F)(F)F)(F)F)F perfluoro-3,5,7-trioxaoctanoic acid